5-Amino-3-[3-fluoro-4-([[3-(trifluoromethyl)phenyl]carbamoyl]methyl)phenyl]-1-isopropylpyrazole-4-carboxamide NC1=C(C(=NN1C(C)C)C1=CC(=C(C=C1)CC(NC1=CC(=CC=C1)C(F)(F)F)=O)F)C(=O)N